N=1C=C(N2C1C=CC=C2)C(=O)N imidazo-[1,2-a]pyridin-3-carboxamid